((2S,3R,4R)-4-(3,4-Dimethoxybenzyl)-2-phenyltetrahydrofuran-3-yl)methylcyclopentanecarboxylate COC=1C=C(C[C@@H]2[C@@H]([C@H](OC2)C2=CC=CC=C2)COC(=O)C2CCCC2)C=CC1OC